C(C)O/C=C/C=1C=C2C(=CN=CC2=CC1)C (E)-6-(2-ethoxyvinyl)-4-methylisoquinoline